C(CCCCCCCCCCCCCC)C=1C=C(C=CC1)OC(OC1=CC(=CC=C1)CCCCCCCCCCCCCCC)=O Di-(3-pentadecylphenyl)-carbonat